2-chloro-4-((2-(4-(4-((1-(2-(2,6-dioxopiperidin-3-yl)-1,3-dioxoisoindolin-5-yl)piperidin-4-yl)methyl)piperazine-1-carbonyl)phenyl)-2-azaspiro[3.5]nonan-7-yl)oxy)benzonitrile ClC1=C(C#N)C=CC(=C1)OC1CCC2(CN(C2)C2=CC=C(C=C2)C(=O)N2CCN(CC2)CC2CCN(CC2)C=2C=C3C(N(C(C3=CC2)=O)C2C(NC(CC2)=O)=O)=O)CC1